C(C)(C)(C)NC1=NC=C(C(=N1)NCC(C)(C)NC(OC(C)(C)C)=O)[N+](=O)[O-] tert-butyl (1-((2-(tert-butylamino)-5-nitropyrimidin-4-yl)amino)-2-methylpropan-2-yl)carbamate